O1[C@@H]([C@H]([C@@H](C1)C1=C(C=C(C=2OC(OC21)(C2=CC=CC=C2)C2=CC=CC=C2)OCC=C)C(=O)[O-])C2=C(C=C(C=1OC(OC12)(C1=CC=CC=C1)C1=CC=CC=C1)OCC=C)C(=O)[O-])C1=C(C=C(C=2OC(OC21)(C2=CC=CC=C2)C2=CC=CC=C2)OCC=C)C(=O)OCOC(=O)C2=CC1=C(OC(O1)(C1=CC=CC=C1)C1=CC=CC=C1)C(=C2)OCC=C (2S,3R,4R,5R)-5-(((7-(allyloxy)-2,2-diphenylbenzo[d][1,3]dioxol-5-carbonyl) oxy) methyl) tetrahydrofuran-2,3,4-triyltris(7-(allyloxy)-2,2-diphenylbenzo[d][1,3]dioxol-5-carboxylate)